1,4-bis[(3-(3-amino-2-hydroxypropyl)-palmityl-amino)-2-hydroxypropyl]-piperazine NCC(CC(CCNCC(CN1CCN(CC1)CC(CNCCC(CCCCCCCCCCCCC)CC(CN)O)O)O)CCCCCCCCCCCCC)O